FC1CC(C1)(C1=CC(=CC=C1)[N+](=O)[O-])CC(=O)OCC ethyl 2-((1R,3S)-3-fluoro-1-(3-nitrophenyl)cyclobutyl)-acetate